(2R)-N-(2-{1-[(4-cyanophenyl)methyl]piperidin-4-yl}ethyl)-2-methyl-4-[5-(trifluoromethyl)pyrimidin-2-yl]piperazine-1-carboxamide C(#N)C1=CC=C(C=C1)CN1CCC(CC1)CCNC(=O)N1[C@@H](CN(CC1)C1=NC=C(C=N1)C(F)(F)F)C